O=C(C(=O)OC(C)C)CCC(=O)OC(C)C Diisopropyl 2-oxopentanedioate